6,7-dimethoxy-2-methyl-N-{(1R)-1-[3-(5-methyl-1H-pyrazol-4-yl)phenyl]ethyl}quinazolin-4-amine COC=1C=C2C(=NC(=NC2=CC1OC)C)N[C@H](C)C1=CC(=CC=C1)C=1C=NNC1C